ClC1=C(C=CC(=C1)Cl)C(CN1N=CN=C1)CCC 1-[2-(2,4-dichlorophenyl)pentyl]-1H-1,2,4-triazole